ClC1=CC=C(C=N1)NC(=O)C1(CCC1)C=1N=C2CCCN(C2=CC1)C(=O)OC1CC1 cyclopropyl 6-(1-((6-chloropyridin-3-yl)carbamoyl)cyclobutyl)-3,4-dihydro-1,5-naphthyridine-1(2H)-carboxylate